N-methoxy-N,1-dimethyl-2-oxo-2,3-dihydro-1H-benzo[d]imidazole-5-carboxamide CON(C(=O)C1=CC2=C(N(C(N2)=O)C)C=C1)C